C1(CCC(CC1)C(=O)O)C(=O)O cyclohex-ane-1,4-dicarboxylic acid